2-carbonyl-4-[hydroxy(methyl)phosphono]butane C(=O)=C(C)CCP(=O)(OC)OO